C(C)(=O)OC=1C(=NC=CC1OC)C(N[C@H](C(=O)NC(=C(C1=CC=C(C=C1)F)C1=CC=C(C=C1)F)C)CC(C)C)=O (S)-2-((1-((1,1-bis(4-fluorophenyl)prop-1-en-2-yl)amino)-4-methyl-1-oxopentan-2-yl)carbamoyl)-4-methoxypyridin-3-yl acetate